(S)-5-nitro-2-((tetrahydrofuran-3-yl)oxy)isonicotinamide-3-d [N+](=O)([O-])C=1C=NC(=C(C1C(=O)N)[2H])O[C@@H]1COCC1